FC(C=1C=C2C=NNC2=C(C1)N)(F)F 5-(trifluoromethyl)-1H-indazol-7-amine